(4-amino-6-methyl-5-(quinolin-3-yl)-7,8-dihydro-6H-cyclopenta[4,5]pyrrolo[2,1-f][1,2,4]triazin-7-yl)acrylamide NC1=NC=NN2C1=C(C1=C2CC(C1C)C(C(=O)N)=C)C=1C=NC2=CC=CC=C2C1